S-ethyl 1-{[(3,4,5-trichloro-2-thienyl)carbonyl]amino}cyclopropanecarbothioate ClC1=C(SC(=C1Cl)Cl)C(=O)NC1(CC1)C(SCC)=O